N-aminopyrimidine-4-carboximidamide NNC(=N)C1=NC=NC=C1